aminoacetyl-acetone NCC(=O)CC(C)=O